NCC1=CC=C2C=CN(C2=C1)CC=1N=NN(C1)CCCNC(OC(C)(C)C)=O tert-butyl (3-(4-((6-(aminomethyl)-1H-indol-1-yl)methyl)-1H-1,2,3-triazol-1-yl)propyl)carbamate